cyclooctynyl p-nitrophenyl carbonate C(OC1C#CCCCCC1)(OC1=CC=C(C=C1)[N+](=O)[O-])=O